ClC1=NC=CC(=C1)C(=O)N1CCC(CC1)N1C(=NC2=C1C(=CC(=C2)C(=O)N2C1CCC(C2)C1N)OC)C1=CC=2C(=NC=CC2)N1CC1CC1 2-{1-[1-(2-chloropyridine-4-carbonyl)piperidin-4-yl]-2-[1-(cyclopropylmethyl)-1H-pyrrolo[2,3-b]pyridin-2-yl]-7-methoxy-1H-1,3-benzodiazole-5-carbonyl}-2-azabicyclo[2.2.1]heptan-7-amine